C(=C)C1=CC(=CC=C1)F vinyl-3-fluorobenzene